BrC1=CC=C(C=C1)C(C(O)(C1=CC=CC=C1)C1=CC=C(C=C1)OCCN(C)C)CC (4-bromophenyl)-1-(4-(2-(dimethylamino)ethoxy)phenyl)-1-phenylbutanol